5-methyl-7,14-dioxa-10,19,20-triazatetracyclo[13.5.2.12,6.018,21]tricosa-1(20),2,4,6(23),15,17,21-heptaene CC1=CC=C2C3=NNC4=CC=C(OCCCNCCOC1=C2)C=C34